ClC1=C(C(=C(C=C1OC)OC)Cl)C1=CC2=C(N=C(N=C2)N[C@@H]2COCC[C@@H]2NC(C=C)=O)C(=N1)OC N-((3S,4S)-3-((6-(2,6-dichloro-3,5-di-methoxyphenyl)-8-methoxypyrido[3,4-d]pyrimidin-2-yl)amino)tetra-hydro-2H-pyran-4-yl)acrylamide